NC1=NC=2C=C(C=CC2C2=C1N=C(N2CC2=CC=C(C=C2)OC)CN(C(C)=O)CC)Br N-((4-amino-7-bromo-1-(4-methoxybenzyl)-1H-imidazo[4,5-c]quinolin-2-yl)methyl)-N-ethylacetamide